CC1=C(C=C(C=C1)C1=C(C(=O)N)C=CN=C1C(F)(F)F)C1=CC2=C(N=C(N=C2)NC)N2C1=NCC2 (4-methyl-3-(2-(methylamino)-8,9-dihydroimidazo[1',2':1,6]pyrido[2,3-d]pyrimidin-6-yl)phenyl)-2-(trifluoromethyl)isonicotinamide